N-{cyclooctyl-[4-fluoro-5-(pyridin-4-yloxy)-1H-benzoimidazol-2-yl]methyl}-3-methyl-isoxazole-4-carboxamide C1(CCCCCCC1)C(NC(=O)C=1C(=NOC1)C)C1=NC2=C(N1)C=CC(=C2F)OC2=CC=NC=C2